N-(1H-pyrazol-3-yl)pyrimidin-4-amine N1N=C(C=C1)NC1=NC=NC=C1